(R)-N-(5-((6-(3-(3'-fluoro-[1,1'-biphenyl]-3-yl)-isoxazolidin-2-yl)-pyrimidin-4-yl)-amino)-4-methoxy-2-(2-methyl-2,7-diazaspiro[3.5]-nonan-7-yl)phenyl)acrylamide FC=1C=C(C=CC1)C1=CC(=CC=C1)[C@@H]1N(OCC1)C1=CC(=NC=N1)NC=1C(=CC(=C(C1)NC(C=C)=O)N1CCC2(CN(C2)C)CC1)OC